potassium cyclopropyl-carboxylate C1(CC1)C(=O)[O-].[K+]